O1OSSCCCCC1 dioxadithionane